C1(=CC=CC=C1)NS(=O)(=O)C1=CC(=CC=C1)S(=O)(=O)NC1=CC=CC=C1 N1,N3-diphenylbenzene-1,3-disulfonamide